methyl (1r,3r)-1-(3-bromophenyl)-3-hydroxycyclobutane-1-carboxylate BrC=1C=C(C=CC1)C1(CC(C1)O)C(=O)OC